(Z)-3,7-dimethylnon-6-en-1-yn-3-ol CC(C#C)(CC\C=C(/CC)\C)O